BrC1=CC=C(C2=NNN(C=C21)CC2=C(C=CC=C2)C(F)(F)F)F 5-bromo-8-fluoro-3-(2-(trifluoromethyl)benzyl)benzo[d][1,2,3]triazin